ClC1=C(C=C(C=C1OC)OC)N1C(N(C(C(=C1C1=C(C=C(C=C1)F)Cl)C)=O)C)=O 1-(2-chloro-3,5-dimethoxyphenyl)-6-(2-chloro-4-fluorophenyl)-3,5-dimethyl-2,4(1H,3H)-pyrimidinedione